[Ir+3].C1(=CC(=CC=C1)C1=NC=CC(=C1)C(C)(C)C)C1=CC=CC=C1.C1(=CC(=CC=C1)C1=NC=CC(=C1)C(C)(C)C)C1=CC=CC=C1.C1(=CC(=CC=C1)C1=NC=CC(=C1)C(C)(C)C)C1=CC=CC=C1 tris(2-(biphenyl-3-yl)-4-tert-butylpyridine) iridium (III)